FC(C(C)(O)C)(CC[C@@H](C)[C@H]1CC[C@H]2/C(/CCC[C@]12C)=C/CN1N=NN=C1C1=C(C=CC=C1)F)F (6R)-3,3-difluoro-6-[(1R,3aS,7aR,E)-4-{2-[5-(2-fluorophenyl)-1H-tetrazol-1-yl]ethylidene}-7a-methyloctahydro-1H-inden-1-yl]-2-methylheptan-2-ol